S-((5-(((8-((4-methoxybenzyl) oxy) quinolin-6-yl) thio) methyl)-1-methyl-1H-pyrazole-3-Yl) methyl) thioacetate C(C)(=O)SCC1=NN(C(=C1)CSC=1C=C2C=CC=NC2=C(C1)OCC1=CC=C(C=C1)OC)C